COC1=CC=C(C=N1)N1N=NC(=C1COC=1C=C2CCN(CC2=CN1)C(=O)OC(C)(C)C)C tert-butyl 6-{[1-(6-methoxypyridin-3-yl)-4-methyl-1H-1,2,3-triazol-5-yl]methoxy}-1,2,3,4-tetrahydro-2,7-naphthyridine-2-carboxylate